rac-(E)-3-(((2R,3R)-3-butyl-2-fluoro-7-(methylthio)-1,1-dioxido-5-phenyl-2,3,4,5-tetrahydrobenzo[b][1,4]thiazepin-8-yl)oxy)acrylic acid C(CCC)[C@@H]1CN(C2=C(S([C@H]1F)(=O)=O)C=C(C(=C2)SC)O/C=C/C(=O)O)C2=CC=CC=C2